(S)-4-(7-bromo-6-chloro-8-fluoro-2-(((2R,7aS)-2-fluorotetrahydro-1H-pyrrolizin-7a(5H)-yl)methoxy)quinazolin-4-yl)-6-methyl-1,4-oxazepan-6-ol BrC1=C(C=C2C(=NC(=NC2=C1F)OC[C@]12CCCN2C[C@@H](C1)F)N1CCOC[C@](C1)(O)C)Cl